O1COC2=C1C=CC=C2CC2NCCCCC2 2-(benzo[d][1,3]dioxol-4-ylmethyl)azepane